3-amino-5-sulfanyl-1,2,4-triazole NC1=NNC(=N1)S